C(=O)C1=CC=C(C2=C1OCO2)C(=O)OCC Ethyl 7-formylbenzo[d][1,3]dioxole-4-carboxylate